C(CCCC)C(C(=O)O)CCCCCCCCCC\C=C/CCCCCCCC pentyl-(Z)-13-docosenoic acid